CCCCCC(CCC(CCCC)C)C 1,5,8,11-tetramethylundecane